C(C)OC1C(C(C1)=O)CCC 3-ethoxy-2-propyl-cyclobutanone